NC(C(=O)O)(CCCCB(O)O)CCCN1CCCC1 2-amino-6-borono-2-(3-(pyrrolidin-1-yl)propyl)hexanoic acid